4-((3-cyclohexylpiperidin-1-yl)sulfonyl)-N,N-diethylbenzenesulfonamide C1(CCCCC1)C1CN(CCC1)S(=O)(=O)C1=CC=C(C=C1)S(=O)(=O)N(CC)CC